7-[(2S,3R,5R,6R)-3,5-dihydroxy-6-(hydroxymethyl)tetrahydropyran-2-yl]oxy-4-methyl-chromen-2-one O[C@H]1[C@@H](O[C@@H]([C@@H](C1)O)CO)OC1=CC=C2C(=CC(OC2=C1)=O)C